[Cl-].C(CCCCCCCCCCCCCCCC)[N+](C)(C)C Heptadecyltrimethylammonium chloride